COC=1C=C(C=NO)C=C(C1)[N+](=O)[O-] 3-methoxy-5-nitrobenzaldehyde oxime